CC([O-])C.CC([O-])C.C(C)C(C(=O)[O-])CCCC.C(C)C(C(=O)[O-])CCCC.[Ti+4] titanium di(2-ethylhexanoate) diisopropoxide